ethyl 3-[1-(4-bromobutyl)-4-methyl-1H-benzotriazol-5-yl]-3-{3-fluoro-5-[(6-hydroxy-2,2-dioxo-2H-1,2λ6,3-benzoxathiazin-3(4H)-yl)methyl]phenyl}propanoate BrCCCCN1N=NC2=C1C=CC(=C2C)C(CC(=O)OCC)C2=CC(=CC(=C2)CN2S(OC1=C(C2)C=C(C=C1)O)(=O)=O)F